C1(CCC1)NC(=O)C=1C=2C[C@@H]3[C@H](C2N(N1)C1=C(C=C(C=C1)F)F)C3 (1aR,5aR)-2-(2,4-Difluorophenyl)-1a,2,5,5a-tetrahydro-1H-2,3-diaza-cyclopropa[a]pentalene-4-carboxylic acid cyclobutylamide